1-[(3RS)-oxolan-3-yl]methanamine O1C[C@H](CC1)CN |r|